FC1=CC=2OCC(CC2S1)N(C(OC(C)(C)C)=O)C tert-butyl N-(2-fluoro-6,7-dihydro-5H-thieno[3,2-b]pyran-6-yl)-N-methyl-carbamate